N-[(4-methoxyphenyl)benzhydryl]amine COC1=CC=C(C=C1)C(C1=CC=CC=C1)(C1=CC=CC=C1)N